N-((S)-1-(((S)-1,1-bis(4-chlorophenyl)propan-2-yl)amino)-1-oxopropan-2-yl)-3-hydroxy-4-methoxypicolinamide ClC1=CC=C(C=C1)C([C@H](C)NC([C@H](C)NC(C1=NC=CC(=C1O)OC)=O)=O)C1=CC=C(C=C1)Cl